(5-(((trans)-2-(3-(5-methyloxazol-2-yl)azetidin-1-yl)cyclopentyl)oxy)-1-oxoisoindolin-2-yl)-3-azabicyclo[3.1.1]heptane-2,4-dione CC1=CN=C(O1)C1CN(C1)[C@H]1[C@@H](CCC1)OC=1C=C2CN(C(C2=CC1)=O)C12C(NC(C(C1)C2)=O)=O